C(C1=C(C(=O)O)C=CC=C1)C1=C(C(=O)O)C=CC=C1 methylenebis(benzoic acid)